CC(=CC)C1OC=2CCCC(C2C(C1)C)=O 2-(but-2-en-2-yl)-4-methyl-2,3,4,6,7,8-hexahydro-5H-chromen-5-one